(S)-2-hydroxy-6-((1-(2-(2-(pyrrolidin-1-yl)ethyl)-benzoyl)piperidin-2-yl)-methoxy)benzaldehyde OC1=C(C=O)C(=CC=C1)OC[C@H]1N(CCCC1)C(C1=C(C=CC=C1)CCN1CCCC1)=O